6-(4-methoxy-3-(1-methylcyclohexyl)phenyl)-2-naphthalenecarboxylic acid COC1=C(C=C(C=C1)C=1C=C2C=CC(=CC2=CC1)C(=O)O)C1(CCCCC1)C